CC1=C(C=CC=C1)SC1=C(C=CC=C1)C (2-methylphenyl) thioether